1-(1-octyl)-3-ethylimidazolium C(CCCCCCC)N1C=[N+](C=C1)CC